Tert-butyl (3R)-3-[3-cyano-5-(5-methyl-1,3-thiazol-2-yl)phenoxy]piperidine-1-carboxylate C(#N)C=1C=C(O[C@H]2CN(CCC2)C(=O)OC(C)(C)C)C=C(C1)C=1SC(=CN1)C